[Sn].[La] lanthanum-tin